N-(quinoxalin-5-yl)picolinamide N1=CC=NC2=C(C=CC=C12)NC(C1=NC=CC=C1)=O